C(C)(C)(C)OC(=O)N1CCC(CC1)OC1=CC(=NC2=C(C=CC=C12)OC)C(F)(F)F 4-((8-methoxy-2-(trifluoromethyl)quinolin-4-yl)oxy)piperidine-1-carboxylic acid tert-butyl ester